C(C)O[Si](CCCCC(C)CC(=S)O)(OCC)OCC.C(#N)C1N(CC(C1)(F)F)C(CNC(C1=C(C=NC=C1)C=CC1SC2=C(N1)C=CC(=C2)C)=O)=O N-(2-(2-cyano-4,4-difluoropyrrolidin-1-yl)-2-oxoethyl)-3-(2-(6-methyl-2,3-dihydrobenzo[d]thiazol-2-yl)vinyl)isonicotinamide 1-triethoxysilyl-5-hexylthioacetate